CN(C(=O)N)C(CO)C(C(C(CO)O)O)O N-methyl-N-(1,3,4,5,6-pentahydroxy-2-hexyl)urea